C1(CCCC1)C(=O)ON(N(C)C(=O)OC(C)(C)C)C(=O)OC(C)(C)C (tert-butoxycarbonyl)[((tert-butoxycarbonyl)(methyl)amino)amino] cyclopentane-1-carboxylate